2-(5,7-dinitro-1H-indazol-1-yl)-N,N-dimethyl-1-ethylamine [N+](=O)([O-])C=1C=C2C=NN(C2=C(C1)[N+](=O)[O-])CCN(C)C